ClC=1C=C(CN2CC=3C(N(C=4N(C3CC2)C=CN4)CC4=CC2=C(OCCO2)C=C4)=O)C=CC1 7-(3-chlorobenzyl)-4-((2,3-dihydro[1,4]benzodioxin-6-yl)methyl)-6,7,8,9-tetrahydroimidazo[1,2-a]pyrido[3,4-e]pyrimidin-5(4H)-one